1-(3-(4-amino-5-(4-(cyclopropyl-sulfonyl)phenyl)-7-methyl-7H-pyrrolo[2,3-d]pyrimidin-6-yl)pyrrolidin-1-yl)prop-2-en-1-one NC=1C2=C(N=CN1)N(C(=C2C2=CC=C(C=C2)S(=O)(=O)C2CC2)C2CN(CC2)C(C=C)=O)C